γ-glutamyl-amide N[C@@H](CCC(=O)[NH-])C(=O)O